[Cl-].[Ba+2].O.[Cl-] water barium chloride